FC(C(F)F)(F)OC 1,1,2,2-tetrafluoroethylmethyl ether